(E)-6-(naphthalen-2-yl)imidazo[2,1-b]oxazole-5-carbaldehyde O-(3,4-dichlorobenzyl) oxime ClC=1C=C(CO\N=C\C2=C(N=C3OC=CN32)C3=CC2=CC=CC=C2C=C3)C=CC1Cl